N-(3-(4,4-difluoro-3,3-dimethylbut-1-yn-1-yl)phenyl)-N-(2,2-difluoroethyl)-6-fluoro-1-methyl-[1,2,4]triazolo[4,3-a]quinazolin-5-amine FC(C(C#CC=1C=C(C=CC1)N(C1=NC=2N(C3=CC=CC(=C13)F)C(=NN2)C)CC(F)F)(C)C)F